[Si](C)(C)(C(C)(C)C)OC1CCC(CC1)O (1r,4r)-4-((tert-butyldimethylsilyl)oxy)cyclohexane-1-ol